S1SCCCC1 (syn)-1,2-dithiane